ClC=1N=CC(=NC1)N1N=C(CC1=O)C 1-(5-chloropyrazin-2-yl)-3-methyl-1H-pyrazol-5(4H)-one